2,5-dioxolate C1(OC=CO1)C(=O)[O-]